(3-chlorobenzyl)-6-(3,5-dimethylisoxazol-4-yl)-2-(1-(2-methoxyethyl)-1H-pyrazol-4-yl)quinazolin-4-amine ClC=1C=C(CC2=C3C(=NC(=NC3=CC=C2C=2C(=NOC2C)C)C=2C=NN(C2)CCOC)N)C=CC1